ClC1=C(C=C(C=C1)NC(OC(C)(C)C)=O)[C@H]1[C@H](C1)C#N tert-butyl (4-chloro-3-(cis-2-cyanocyclopropyl)phenyl)carbamate